BrC1=C(C(=CC=C1)CC)OCOC 1-Bromo-3-ethyl-2-(methoxymethoxy)benzene